N1(CCC1)CC1(CC1)NC(=O)C1(CC1)C1=NC=CC=C1 N-(1-(azetidin-1-ylmethyl)cyclopropyl)-1-(pyridin-2-yl)cyclopropane-1-carboxamide